(S)-4-Chloro-N-(8,9-difluoro-6-oxo-1,4,5,6-tetrahydro-2H-pyrano[3,4-c]isoquinolin-1-yl)-N-methyl-1H-pyrrolo[3,2-c]pyridine-2-carboxamide ClC1=NC=CC2=C1C=C(N2)C(=O)N(C)[C@@H]2COCC=1NC(C=3C=C(C(=CC3C12)F)F)=O